butyltin triethylhexanoate C(C)C(CCCCC(=O)[O-])(CC)CC.C(CCC)[Sn+3].C(C)C(CCCCC(=O)[O-])(CC)CC.C(C)C(CCCCC(=O)[O-])(CC)CC